ClC=1C=2N(C=CN1)C(=NC2)C(=C)C 8-chloro-3-(prop-1-en-2-yl)imidazo[1,5-a]pyrazine